(R)-4-((2-chloro-5-(pyridin-3-ylethynyl)pyridin-4-yl)amino)butan-2-ol ClC1=NC=C(C(=C1)NCC[C@@H](C)O)C#CC=1C=NC=CC1